4-epoxy-1-methylcyclohexanecarboxylic acid 3,4-epoxy-1-methylcyclohexyl ester CC1(CC2C(CC1)O2)OC(=O)C2CC1C(CC2)(O1)C